[6-(5-cyclopropyl-4H-1,2,4-triazol-3-yl)-2-azaspiro[3.3]heptan-2-yl]-[6-[[3-fluoro-5-(trifluoromethyl)phenyl]methyl]-2-azaspiro[3.3]heptan-2-yl]methanone C1(CC1)C=1NC(=NN1)C1CC2(CN(C2)C(=O)N2CC3(C2)CC(C3)CC3=CC(=CC(=C3)C(F)(F)F)F)C1